5-chloro-2-[(3-methoxypyrrolidin-1-yl)methyl]-7,8-dihydro-6H-spiro[[1,3]oxazolo[5,4-f]quinazoline-9,1'-cyclohexane]-7-one ClC=1C=C2C(=C3C1NC(NC31CCCCC1)=O)OC(=N2)CN2CC(CC2)OC